2-({5'-chloro-2'-[(4,5-dimethylpyridine-3-sulfonyl)amino]-3'-fluoro[1,1'-biphenyl]-4-yl}oxy)-2-methylpropanoic acid ClC=1C=C(C(=C(C1)C1=CC=C(C=C1)OC(C(=O)O)(C)C)NS(=O)(=O)C=1C=NC=C(C1C)C)F